(2S)-2-methyl-4-oxopiperidine-1-carboxylic acid tert-butyl ester C(C)(C)(C)OC(=O)N1[C@H](CC(CC1)=O)C